Erythritol tetrastearate C(CCCCCCCCCCCCCCCCC)(=O)O[C@@H](COC(CCCCCCCCCCCCCCCCC)=O)[C@H](OC(CCCCCCCCCCCCCCCCC)=O)COC(CCCCCCCCCCCCCCCCC)=O